C1=NC=CC=2NC=3C=C(C=CC3C21)C=2C=CC(=NC2)OC2CC(C2)OC=2C=CC(=NC2)C#CCOC2CN(C2)C=2C=C1C(N(C(C1=CC2)=O)C2C(NC(CC2)=O)=O)=O 5-(3-((3-(5-((1r,3r)-3-((5-(5H-pyrido[4,3-b]indol-7-yl)pyridin-2-yl)oxy)cyclobutoxy)pyridin-2-yl)prop-2-yn-1-yl)oxy)azetidin-1-yl)-2-(2,6-dioxopiperidin-3-yl)isoindoline-1,3-dione